2-(4-(3-amino-1-oxo-1-(thieno[2,3-c]pyridin-2-ylamino)propan-2-yl)phenoxy)propane NCC(C(NC1=CC=2C(=CN=CC2)S1)=O)C1=CC=C(OC(C)C)C=C1